N2-(3,4-difluorobenzyl)-N3-(3,4,5-trifluorophenyl)quinoxaline-2,3-diamine FC=1C=C(CNC2=NC3=CC=CC=C3N=C2NC2=CC(=C(C(=C2)F)F)F)C=CC1F